6-(cyclopropoxy)-N-(1,1-dimethylsilinan-4-yl)-1H-pyrrolo[2,3-b]pyridine-2-carboxamide C1(CC1)OC1=CC=C2C(=N1)NC(=C2)C(=O)NC2CC[Si](CC2)(C)C